methyl-ethyl-propyl-sulfonium C[S+](CCC)CC